(±)-2-(2-chlorophenyl)-2-(methylamino)cyclohexanone ClC1=C(C=CC=C1)[C@]1(C(CCCC1)=O)NC |r|